(S)-2-(4-bromophenylsulphonamido)-3-(1H-indol-3-yl)-N-(5-methylthiazol-2-yl)propanamide BrC1=CC=C(C=C1)S(=O)(=O)N[C@H](C(=O)NC=1SC(=CN1)C)CC1=CNC2=CC=CC=C12